C(C)(C)(C)OC(=O)N1CC(CC1)C1=NC=C(C(=N1)OCC)C(NC=1C=C(C=2N(C1)C=C(N2)C)F)=O 3-[4-ethoxy-5-(8-fluoro-2-methylimidazo[1,2-a]pyridin-6-ylcarbamoyl)-pyrimidin-2-yl]pyrrolidine-1-carboxylic acid tert-butyl ester